C(C)(C)(C)OC(=O)N1[C@@H]2[C@H](NC[C@H]1CC2)CCC=C (1S,2R,5R)-2-(but-3-en-1-yl)-3,8-diazabicyclo[3.2.1]octane-8-carboxylic acid tert-butyl ester